tetraethyleneglycol ditosylate S(=O)(=O)(C1=CC=C(C)C=C1)OCCOCCOCCOCCOS(=O)(=O)C1=CC=C(C)C=C1